N-(2-fluoro-4-((7-fluoro-1,6-dimethyl-1H-benzo[d][1,2,3]triazol-5-yl)oxy)-3-methyl-phenyl)-6-(methylsulfinyl)-pyrimido[5,4-d]pyrimidin-4-amine FC1=C(C=CC(=C1C)OC1=CC2=C(N(N=N2)C)C(=C1C)F)NC=1C2=C(N=CN1)C=NC(=N2)S(=O)C